OC=1N=C2N(C(C1)=O)C=CC=C2OC 2-hydroxy-9-methoxy-pyrido[1,2-a]pyrimidin-4-one